Cl.P(=O)(OCCC=O)(OCCC=O)OCCC=O tris-(2-formylethyl) phosphate hydrochloride